N-(4-[[(2S)-1,4-dioxan-2-ylmethyl]amino]-3-nitrobenzenesulfonyl)-2-[14-oxa-2,4,10-triazatricyclo[7.5.0.0[3,7]]tetradeca-1(9),2,5,7-tetraen-10-yl]benzamide O1[C@H](COCC1)CNC1=C(C=C(C=C1)S(=O)(=O)NC(C1=C(C=CC=C1)N1C=2C=C3C=CNC3=NC2OCCC1)=O)[N+](=O)[O-]